6-propyl-6-heptene C(CC)C(CCCCC)=C